C1C[C@@H](O[C@@H]1COP(=O)(O)OP(=O)(O)OP(=O)(O)O)N2C=NC3=C(N=CN=C32)N 2',3'-dideoxyadenosine-5-triphosphate